3-methyl-N-{3-[(phenylcarbamoyl)amino]phenyl}but-2-enamide CC(=CC(=O)NC1=CC(=CC=C1)NC(NC1=CC=CC=C1)=O)C